1-(4-(5-(9-benzyl-6-(1-methylcyclopropoxy)-9H-purin-8-yl)-4-methylpyridin-2-yl)piperazin-1-yl)ethan-1-one C(C1=CC=CC=C1)N1C2=NC=NC(=C2N=C1C=1C(=CC(=NC1)N1CCN(CC1)C(C)=O)C)OC1(CC1)C